N-[3-(trifluoromethoxy)bicyclo[1.1.1]pentan-1-yl]acetamide FC(OC12CC(C1)(C2)NC(C)=O)(F)F